2-Methyl-5-((4-(piperidin-1-yl)phenyl)amino)isoindolin-1-one CN1C(C2=CC=C(C=C2C1)NC1=CC=C(C=C1)N1CCCCC1)=O